C(C1=CC=CC=C1)O[C@H]1CN(CC1)C1=CC=C(C=C1)N1CC2C(C1)CN(C2)C(=O)OC(C)(C)C tert-Butyl 5-(4-((R)-3-(benzyloxy)pyrrolidin-1-yl)phenyl)hexahydropyrrolo[3,4-c]pyrrole-2(1H)-carboxylate